NC1=C(C=CC=C1)NCCN(CCOC1=C(C=NN1C1CC1)C1=NC(=CC(=C1)C(=O)OC)C)CC(F)(F)F methyl 2-{5-[2-({2-[(2-aminophenyl) amino] ethyl} (2,2,2-trifluoroethyl) amino) ethoxy]-1-cyclopropylpyrazol-4-yl}-6-methylpyridine-4-carboxylate